2-(2-(4-methylpiperazino)ethylthio)-4-(2-methoxy-4-fluoro-5-nitrophenylamino)pyrazolo[1,5-a][1,3,5]triazine CN1CCN(CC1)CCSC1=NC=2N(C(=N1)NC1=C(C=C(C(=C1)[N+](=O)[O-])F)OC)N=CC2